[O-2].[Pr+3].[O-2].[O-2].[Pr+3] praseodymium oxide